tert-butyl 4-[3-cyano-5-[3-[3-[[ethyl(methyl)sulfamoyl] amino]-2,6-difluoro-benzoyl]-1H-pyrrolo[2,3-b]pyridin-5-yl]-2-pyridyl]piperazine-1-carboxylate C(#N)C=1C(=NC=C(C1)C=1C=C2C(=NC1)NC=C2C(C2=C(C(=CC=C2F)NS(N(C)CC)(=O)=O)F)=O)N2CCN(CC2)C(=O)OC(C)(C)C